C(CCCCC)(=O)OC/C(=C(/COC(CCCCC)=O)\Br)/Br (2E)-2,3-dibromobut-2-ene-1,4-diyl dihexanoate